2,2-dimethylbutanoic acid CC(C(=O)O)(CC)C